(2S)-1-(hexyloxy)-N,N-dimethyl-3-[(9z,12z)-octadecane-9,12-dien-1-yloxy]propan-2-amine C(CCCCC)OC[C@@H](COCCCCCCCC\C=C/C\C=C/CCCCC)N(C)C